1,3-dimethyl-2,4-dioxo-7-(pyrrolidin-1-yl)-1,2,3,4-tetrahydropyrido[2,3-d]pyrimidine-5-yl p-toluenesulfonate CC1=CC=C(C=C1)S(=O)(=O)OC1=CC(=NC=2N(C(N(C(C21)=O)C)=O)C)N2CCCC2